C(CCCCCCC)(C(C(=O)N)C(=O)N(CCCCCCC)C)C(C(=O)N)C(=O)N(C)CCCCCCC octylidene-bis(N'-heptyl-N'-methylpropanediamide)